(5'S,7a'R)-1-[1-(cyclopropylmethyl)-6-oxo-1,6-dihydropyridazin-3-yl]-5'-phenyltetrahydro-3'H-spiro[piperidine-4,2'-pyrrolo[2,1-b][1,3]oxazol]-3'-one C1(CC1)CN1N=C(C=CC1=O)N1CCC2(C(N3[C@H](O2)CC[C@H]3C3=CC=CC=C3)=O)CC1